C(=C/C)/C1(CC2CCCCC2CC1)O (Z)-2-(prop-1-en-1-yl)decahydronaphthalen-2-ol